NC1=C(C=CC=C1F)C=1C(=CC2=C(N(C(N=C2N2[C@H](CN[C@@H](C2)C)C)=O)C=2C(=NC=CC2C)C(C)C)N1)C#N 7-(2-amino-3-fluorophenyl)-4-((2S,5R)-2,5-dimethylpiperazin-1-yl)-1-(2-isopropyl-4-methylpyridin-3-yl)-2-oxo-1,2-dihydropyrido[2,3-d]pyrimidine-6-carbonitrile